(±)-6,7-dihydro-7-hydroxy-1-hydroxymethyl-5H-pyrrolizine O[C@@H]1CCN2C=CC(=C12)CO |r|